N-[(2E)-3-[imino(oxo)phenyl-λ6-sulfanyl]prop-2-en-1-yl]-2-oxo-1,2,5,6,7,8-hexahydroquinoline-3-carboxamide N=S(/C=C/CNC(=O)C=1C(NC=2CCCCC2C1)=O)(C1=CC=CC=C1)=O